C(#N)C=1SC=CC1C1=C(N(C2=CC=C(C=C12)F)S(=O)(=O)C1=CC=C(C)C=C1)C=1C=C(C=CC1)N1[C@@H](C[C@@H](CC1)C(=O)OC)C |o1:34,36| rel-Methyl (2R,4R)-1-(3-(3-(2-cyanothiophen-3-yl)-5-fluoro-1-tosyl-1H-indol-2-yl)phenyl)-2-methylpiperidine-4-carboxylate